NCC1=CC=C(C=C1)N1C(CCC1)=O 1-[4-(aminomethyl)phenyl]pyrrolidin-2-one